CC1=CC(=NO1)C(=O)NC1=C(C=CC(=C1)NC(C1=CC(=CC(=C1)C(F)(F)F)NC1CN(CC1)C)=O)C 5-methyl-N-(2-methyl-5-(3-((1-methylpyrrolidin-3-yl)amino)-5-(trifluoromethyl)benzamido)phenyl)isoxazole-3-Carboxamide